6-chloro-3-(difluoromethyl)pyridine-2-carboxylic acid ClC1=CC=C(C(=N1)C(=O)O)C(F)F